C(C)(C)(C)OC(=O)N1C(CC(CC1)=O)C1=CC=CC=C1 4-Oxo-2-phenyl-piperidine-1-carboxylic acid tert-butyl ester